1-[5-ethylsulfanyl-6-[7-(trifluoromethyl)imidazo[1,2-c]pyrimidin-2-yl]-3-pyridinyl]cyclopropanecarbonitrile C(C)SC=1C=C(C=NC1C=1N=C2N(C=NC(=C2)C(F)(F)F)C1)C1(CC1)C#N